2-bromo-N-(2,4-dimethoxybenzyl)-4,6-difluoro-N-(pyrimidin-4-yl)benzenesulfonamide BrC1=C(C(=CC(=C1)F)F)S(=O)(=O)N(C1=NC=NC=C1)CC1=C(C=C(C=C1)OC)OC